C1(CC1)C=1C=2C=3N(C(=NC2C=CC1)NC1C(NCCNC1)=O)N=C(N3)C=3C=NN(C3)C 6-{[10-cyclopropyl-2-(1-methyl-1H-pyrazol-4-yl)[1,2,4]triazolo[1,5-c]quinazolin-5-yl]amino}-1,4-diazepan-5-one